[6-(2-cyclopropylpyrimidin-5-yl)-2-methoxy-3-pyridinyl]-5-methyl-3-phenyl-isoxazole-4-carboxamide C1(CC1)C1=NC=C(C=N1)C1=CC=C(C(=N1)OC)NC(=O)C=1C(=NOC1C)C1=CC=CC=C1